Cl.N1(CCOCC1)C(=O)N1CC(NCC1)C(=O)OC methyl 4-(morpholine-4-carbonyl)piperazine-2-carboxylate hydrochloride salt